CC1CS(=O)(=O)OCC=C1 2-methyl-3-pentene-1,5-sultone